C(C)C(CC1=CC(=C(C(=C1)C(C)(C)C)O)C(C)(C)C)CCCC 4-(2-ethylhexyl)-2,6-di-tert-butylphenol